4-[chloro(difluoro)methoxy]hexane ClC(OC(CCC)CC)(F)F